1,10-decanediol diacrylate C(C=C)(=O)OCCCCCCCCCCOC(C=C)=O